tert-butyl ((1s,3s)-3-(4-(2-(4-((6-cyanopyridin-3-yl)oxy)phenyl)propan-2-yl) phenoxy)cyclobutyl)carbamate C(#N)C1=CC=C(C=N1)OC1=CC=C(C=C1)C(C)(C)C1=CC=C(OC2CC(C2)NC(OC(C)(C)C)=O)C=C1